FC1(CCCCC1)S(=O)(=O)F fluorocyclohexanesulfonyl fluoride